COC1=C(C=CC=C1C=1C=NN(C1)[C@H]1[C@@H](OCCC1)COC)C1=NN(C2=CN=C(C=C21)NC(=O)C2CC2)C N-(3-(2-methoxy-3-(1-((2R,3R)-2-(methoxymethyl)tetrahydro-2H-pyran-3-yl)-1H-pyrazol-4-yl)phenyl)-1-methyl-1H-pyrazolo[3,4-c]pyridin-5-yl)cyclopropanecarboxamide